(±)-3-(3-(3,5-Dimethyl-1H-pyrazol-1-yl)phenyl)-3-(3-(3-(5,6,7,8-tetrahydro-1,8-naphthyridin-2-yl)propyl)-1H-pyrazol-1-yl)propanoic acid CC1=NN(C(=C1)C)C=1C=C(C=CC1)[C@@H](CC(=O)O)N1N=C(C=C1)CCCC1=NC=2NCCCC2C=C1 |r|